1-[3-[3-cyclopropyl-5-(2-fluoro-4-iodo-anilino)-6,8-dimethyl-2,4,7-trioxo-pyrido[4,3-d]pyrimidin-1-yl]phenyl]-3-(methylsulfamoyl)urea C1(CC1)N1C(N(C=2C(C1=O)=C(N(C(C2C)=O)C)NC2=C(C=C(C=C2)I)F)C=2C=C(C=CC2)NC(=O)NS(NC)(=O)=O)=O